C(C1=CC=CC=C1)OC(=O)N[C@@H](CCC(=O)OC)C(=O)NC1=C(C=C(C=C1)Br)C(=O)C1=NC=CC=C1 methyl (4S)-4-(benzyloxycarbonylamino)-5-[4-bromo-2-(pyridin-2-carbonyl)anilino]-5-oxo-pentanoate